2,4-dipentyl-6-p-nitrophenyl-1,3,5-triazine C(CCCC)C1=NC(=NC(=N1)CCCCC)C1=CC=C(C=C1)[N+](=O)[O-]